C(C1=CC=CC=C1)OC1CC(C1)CO ((1s,3s)-3-(benzyloxy)cyclobutyl)methanol